ClC=1C(=C(C(=NC1)N)[N+](=O)[O-])NC1CCN(CC1)CC1=C(C=C(C=C1)OC)F 5-chloro-N4-(1-(2-fluoro-4-methoxybenzyl)piperidin-4-yl)-3-nitropyridine-2,4-diamine